N-(2-ethylhexyloxy)-3-(imidazolyl)propan-1-amine C(C)C(CONCCCC=1NC=CN1)CCCC